9-(4-propoxyphenyl)-3,4-dihydropyrido[2,1-c][1,2,4]thiadiazine 2,2-dioxide C(CC)OC1=CC=C(C=C1)C1=CC=CN2C1=NS(CC2)(=O)=O